C(C1=CC=CC=C1)C=1C=C(C=CC1)C(O)C1=NC=CC=C1Br (3-benzylphenyl)(3-bromopyridin-2-yl)methanol